pyrrole nitrogen carbon [C].[N].N1C=CC=C1